(1R,10R,11R,12S,13S,14R,Z)-10-(((R)-tert-butylsulfinyl)amino)-9-methyl-15-oxa-2-thiabicyclo[9.3.1]pentadec-7-ene-12,13,14-triyl triacetate C(C)(=O)O[C@H]1[C@H]2[C@@H](C(\C=C/CCCCS[C@H]([C@@H]([C@H]1OC(C)=O)OC(C)=O)O2)C)N[S@](=O)C(C)(C)C